1-[(3-bromophenoxy)methyl]-4-chloro-2-fluoro-benzene BrC=1C=C(OCC2=C(C=C(C=C2)Cl)F)C=CC1